N-[4-[5-(4,4-difluoropiperidin-1-yl)-1,3,4-oxadiazol-2-yl]-3-pyrrolidin-1-ylphenyl]cyclopropanecarboxamide FC1(CCN(CC1)C1=NN=C(O1)C1=C(C=C(C=C1)NC(=O)C1CC1)N1CCCC1)F